Methyl (R)-1-(2-((tert-butoxycarbonyl)amino)-3-methoxypropyl)-4-(2-chloro-5-methylpyrimidin-4-yl)-1H-imidazole-2-carboxylate C(C)(C)(C)OC(=O)N[C@H](CN1C(=NC(=C1)C1=NC(=NC=C1C)Cl)C(=O)OC)COC